N'-(2,5-Dimethyl-4-[3-[(2,2,3,3-tetrafluoropropyl)sulfanyl]phenoxy]phenyl)-N-ethyl-N-methylimidoformamid CC1=C(C=C(C(=C1)OC1=CC(=CC=C1)SCC(C(F)F)(F)F)C)N=CN(C)CC